Cl.ClC1=NC=CC(=C1N)C1=C(C=CC(=C1)F)F 2-chloro-4-(2,5-difluorophenyl)pyridin-3-amine hydrochloride